3-(L-Arginyl)-L-2,3-diaminopropionic acid N[C@@H](CCCNC(N)=N)C(=O)C([C@@H](C(=O)O)N)N